O(Cl)Cl.[La] Lanthanum Oxychloride